O=C(CC1=CC(=CN=N1)C(F)(F)F)N1CCN(CC1)C1=NC=C(C=N1)C(F)(F)F 6-(2-oxo-2-(4-(5-(trifluoromethyl)pyrimidin-2-yl)piperazin-1-yl)ethyl)-4-(trifluoromethyl)pyridazine